3-(5-(((1R,2R)-2-(((2,2-dimethyltetrahydro-2H-pyran-4-yl)methyl)amino)cyclohexyl)oxy)-1-oxoisoindolin-2-yl)piperidine-2,6-dione CC1(OCCC(C1)CN[C@H]1[C@@H](CCCC1)OC=1C=C2CN(C(C2=CC1)=O)C1C(NC(CC1)=O)=O)C